N-[3-[5-[1-(azetidin-3-ylmethyl)pyrazol-4-yl]oxy-2-(difluoromethoxy)phenyl]-1-methyl-pyrazol-4-yl]pyrazolo[1,5-a]pyrimidine-3-carboxamide N1CC(C1)CN1N=CC(=C1)OC=1C=CC(=C(C1)C1=NN(C=C1NC(=O)C=1C=NN2C1N=CC=C2)C)OC(F)F